CETYL-TRIMETHYL-ammonium chloride [Cl-].C(CCCCCCCCCCCCCCC)[N+](C)(C)C